COC(C1=C(C=C(C=C1)N1CCC(CC1)=O)F)=O 2-fluoro-4-(4-oxopiperidin-1-yl)benzoic acid methyl ester